2-(2-methyl-6-(1-oxo-2-(piperidin-4-yl)-1,2-dihydroisoquinolin-6-yl)imidazo[1,2-b]pyridazin-8-yl)acetamide CC=1N=C2N(N=C(C=C2CC(=O)N)C=2C=C3C=CN(C(C3=CC2)=O)C2CCNCC2)C1